3-acetamido-5-bromopicolinamide C(C)(=O)NC=1C(=NC=C(C1)Br)C(=O)N